CN(CCOC=1C=C2C(C3=C(C4=C(O3)C=CC=C4)C(C2=CC1)=O)(C)C)C 8-(2-Dimethylamino-ethoxy)-6,6-dimethyl-6H-benzo[b]naphtho[2,3-d]furan-11-one